1-(4-hydroxy-3-(trifluoromethyl)phenyl)hydrazine-1,2-dicarboxylic acid diethyl ester C(C)OC(=O)N(NC(=O)OCC)C1=CC(=C(C=C1)O)C(F)(F)F